FC1(CNC2(C1O)CCC(CC2)=O)F 3,3-difluoro-8-oxo-1-azaspiro[4.5]decan-4-ol